BrC1=C(C=C(C=C1F)C1CC1)CO (2-bromo-5-cyclopropyl-3-fluorophenyl)methanol